FC1=C(C=CC=C1)C1=CC=C(C=C1)CCCC1=NC(=NO1)C1=CC=C2C=CNC2=C1 5-(3-(2'-fluoro-[1,1'-biphenyl]-4-yl)propyl)-3-(1H-indol-6-yl)-1,2,4-oxadiazole